C(C)(C)C=1C=CC2=C(N(C(NC2=O)=O)C2=CC=CC=C2)N1 7-isopropyl-1-phenylpyrido[2,3-d]pyrimidine-2,4(1H,3H)-dione